N-((3-fluoropyridin-2-yl)methyl)-2-(2-((2-(5-(4-(oxazol-2-yl)phenyl)-1H-benzo[d]imidazol-2-yl)ethyl)amino)ethyl)oxazole-4-carboxamide FC=1C(=NC=CC1)CNC(=O)C=1N=C(OC1)CCNCCC1=NC2=C(N1)C=CC(=C2)C2=CC=C(C=C2)C=2OC=CN2